CC1(CC1)NC(OC1COCC1)=O tetrahydrofuran-3-yl (1-methylcyclopropyl)carbamate